FC1=C(C=C(C=C1)F)[C@@H]1N(C[C@H](C1)F)C=1N=C2C(=CC=NC2=CC1)N1C(N(C=C1)C1CCNCC1)=O 1-(6-((2R,4S)-2-(2,5-difluorophenyl)-4-fluoropyrrolidin-1-yl)-1,5-naphthyridin-4-yl)-3-(piperidin-4-yl)-1,3-dihydro-2H-imidazol-2-one